COC1=C(C(=O)NN)C=C(C=C1)OC 2,5-dimethoxybenzoic acid hydrazide